CC(CCC1=NC=C(N=C1C)C)C 2-(3-methylbutyl)-3,5-dimethylpyrazine